5-chloro-N-[4-(4-{[(4R)-3,3-difluoro-1-(2-hydroxyethyl)piperidin-4-yl]oxy}-3-methyl-1H-pyrazolo[3,4-d]pyrimidin-6-yl)phenyl]-2-fluorobenzenesulfonamide ClC=1C=CC(=C(C1)S(=O)(=O)NC1=CC=C(C=C1)C1=NC(=C2C(=N1)NN=C2C)O[C@H]2C(CN(CC2)CCO)(F)F)F